(3-{3-[(tert-butyldiphenylsilyl)oxy]-2,2-dimethylpropyl}-1-ethyl-2-{2-[(1S)-1-methoxyethyl]pyridin-3-yl}indol-5-yl)boranediol [Si](C1=CC=CC=C1)(C1=CC=CC=C1)(C(C)(C)C)OCC(CC1=C(N(C2=CC=C(C=C12)B(O)O)CC)C=1C(=NC=CC1)[C@H](C)OC)(C)C